CC(C)C=1C=C(C=CC1)C(CC1OCC(CO1)O)C 2-{2-[3-(propan-2-yl)phenyl]propyl}-1,3-dioxan-5-ol